tert-butyl 3-(4-pyridazin-3-ylpyridazin-1-ium-1-yl)propanoate N1=NC(=CC=C1)C1=CN=[N+](C=C1)CCC(=O)OC(C)(C)C